(3E)-11-bromo-3-undecene-1-ol BrCCCCCCC/C=C/CCO